2-(4-amino-4-(2-fluorophenyl)piperidin-1-yl)-5-(4-chloro-2-methyl-2H-indazol-5-yl)-7H-pyrrolo[2,3-d]pyrimidine-4-carboxamide NC1(CCN(CC1)C=1N=C(C2=C(N1)NC=C2C2=C(C1=CN(N=C1C=C2)C)Cl)C(=O)N)C2=C(C=CC=C2)F